tert-butyl N-[(3R)-1-{4-methoxy-2-[6-(methoxymethoxy)-2,7-dimethylindazol-5-yl]pyrido[2,3-d]pyrimidin-6-yl}pyrrolidin-3-yl]-N-methylcarbamate COC=1C2=C(N=C(N1)C1=CC3=CN(N=C3C(=C1OCOC)C)C)N=CC(=C2)N2C[C@@H](CC2)N(C(OC(C)(C)C)=O)C